(R)-(7-((4-cyclopropyl-3-(trifluoromethyl)-1H-pyrrolo[2,3-b]pyridin-6-yl)amino)-2,3-dihydrobenzofuran-4-yl)(3-morpholinopyrrolidin-1-yl)methanone C1(CC1)C1=C2C(=NC(=C1)NC1=CC=C(C=3CCOC31)C(=O)N3C[C@@H](CC3)N3CCOCC3)NC=C2C(F)(F)F